(R)-3-fluoropiperidine hydrochloride Cl.F[C@H]1CNCCC1